(12R)-12-fluoro-19-(oxan-2-yl)-8,14-dioxa-4,10,19,20,23-pentaazatetracyclo[13.5.2.12,6.018,21]tricosa-1(20),2(23),3,5,15,17,21-heptaen-9-one F[C@@H]1CNC(OCC2=CN=CC(C3=NN(C4=CC=C(OC1)C=C34)C3OCCCC3)=N2)=O